BrC=1C=2C3=C(C(N(C3=CC1)CC1=CC=C(C=C1)OC)=O)C=CC2 6-Bromo-1-(4-methoxybenzyl)benzo[cd]indol-2(1H)-one